2-((2-methoxy-4-(1-methyl-1H-pyrazol-4-yl)phenyl)amino)-4-((tetrahydro-2H-pyran-4-yl)amino)-7H-pyrrolo[2,3-d]pyrimidine-5-carbonitrile COC1=C(C=CC(=C1)C=1C=NN(C1)C)NC=1N=C(C2=C(N1)NC=C2C#N)NC2CCOCC2